FC(C=1C=C(C=C(C1)C(F)(F)F)OP(O)(O)=O)(F)F 3,5-bis(trifluoromethyl)phenyl-phosphoric acid